D-Threofuranose OC1[C@@H](O)[C@H](O)CO1